pyrrolidin-1-ylpropanoyl chloride N1(CCCC1)CCC(=O)Cl